(S)-6-fluoro-7-((4-((2-hydroxy-1-phenylethyl)amino)-5-(3-(quinuclidin-4-yl)-1,2,4-oxadiazol-5-yl)pyrimidin-2-yl)amino)-3,4-dihydro-1H,10H-[1,3,4]oxadiazino[4,3-a]indazol-10-one FC1=C(C=CC=2C(N3N(C12)CCOC3)=O)NC3=NC=C(C(=N3)N[C@H](CO)C3=CC=CC=C3)C3=NC(=NO3)C31CCN(CC3)CC1